N1=C(NC2=C1C=CC=C2)C2=NNC1=CC=CC=C21 3-(benzimidazol-2-yl)-indazole